Cl.ClC=1C=C(C=CC1)N1CCN(CC1)CCCN1N=C2N(C=CC=C2)C1=O 2-[3-[4-(3-chlorophenyl)piperazin-1-yl]propyl]-[1,2,4]triazolo[4,3-a]pyridin-3-one hydrochloride